FC=1C=C(C=C(C1)C)C 5-fluoro-meta-xylene